COC(=O)C1=NC(=CC=C1)N1C=NC=C1 6-(1H-Imidazol-1-yl)-2-pyridinecarboxylic acid methyl ester